CC(CCS(=O)(=O)CCC)(C)C 3,3-dimethyl-1-(propane-1-sulfonyl)-butane